C1(CC1)C=1C(=C2C=CNC2=C(C1)C)CN1[C@@H](C[C@@H](CC1)NC1CC(C1)(F)F)C1=CC=C(C(=O)O)C=C1 4-((2S,4R)-1-((5-cyclopropyl-7-methyl-1H-indol-4-yl)methyl)-4-((3,3-difluorocyclobutyl)amino)piperidin-2-yl)benzoic acid